C(C=C)C1=CC(=C(OC(C(O[C@H]2[C@@H](CC[C@H](C2)C)C(C)C)C2=CC(=C(C=C2)O)OC)C)C(=C1)OC)OC 4-(2-(4-allyl-2,6-dimethoxyphenoxy)-1-(((1R,2S,5R)-2-isopropyl-5-methylcyclohexyl)oxy)propyl)-2-methoxyphenol